C(CCCCC)(=O)OCC.[Sn+4] tin (IV) ethyl hexanoate